CC=1N=C(C(=NC1)OC=1C=NC(=CC1)C(F)(F)F)C1CCNCC1 5-methyl-3-(piperidin-4-yl)-2-((6-(trifluoromethyl)pyridin-3-yl)oxy)pyrazine